(2s,4s)-N-((R)-(3-chlorophenyl)(cyclopentyl)methyl)-8-(difluoromethyl)-6-oxo-5-azaspiro[3.4]octane-2-carboxamide ClC=1C=C(C=CC1)[C@H](NC(=O)C1CC2(C1)NC(CC2C(F)F)=O)C2CCCC2